C5-chloro-1-isopropyl-7-vinyl-1H-pyrazolo[4,3-b]pyridin-3-amine ClC1=CC(=C2C(=N1)C(=NN2C(C)C)N)C=C